(5-((4'-(tert-butyl)-[1,1'-biphenyl]-3-yl)(methyl)amino)-7-fluoro-[1,2,4]triazolo[4,3-a]quinazolin-8-yl)methanol C(C)(C)(C)C1=CC=C(C=C1)C1=CC(=CC=C1)N(C1=NC=2N(C3=CC(=C(C=C13)F)CO)C=NN2)C